N-fluorenylmethoxycarbonyl-N'-tert-butoxycarbonyl-L-ornithine C1(=CC=CC=2C3=CC=CC=C3CC12)COC(=O)N[C@@H](CCCNC(=O)OC(C)(C)C)C(=O)O